((tert-butylsulfinyl)amino)-7-(4-cyanobenzyl)-2-azaspiro[4.4]nonane-2-carboxylic acid tert-butyl ester C(C)(C)(C)OC(=O)N1C(C2(CC1)CC(CC2)CC2=CC=C(C=C2)C#N)NS(=O)C(C)(C)C